3-acetyl-1-(2-((2-((3-chloro-2-fluorobenzyl)amino)-2-oxoethyl)(cyclopropyl)amino)-2-oxoethyl)-1H-indazole-4-carboxylic acid C(C)(=O)C1=NN(C=2C=CC=C(C12)C(=O)O)CC(=O)N(C1CC1)CC(=O)NCC1=C(C(=CC=C1)Cl)F